C1(=CC=CC=C1)C(=S)C=1N2CCC(C2=CC1)C(=O)OC1=C(C=C(C=C1)C=1SSC(C1)=S)C [2-methyl-4-(5-sulfanylidenedithiol-3-yl)phenyl] 5-(benzenecarbothioyl)-2,3-dihydro-1H-pyrrolizine-1-carboxylate